boronic acid bistrifluoroacetate FC(C(=O)O)(F)F.FC(C(=O)O)(F)F.B(O)O